1-(4-bromophenyl)-N-ethyl-2,2-difluoro-ethylamine BrC1=CC=C(C=C1)C(C(F)F)NCC